Cl[Si](C(C)C)(Cl)C[Si](Cl)(Cl)C(C)C bis(dichloroisopropylsilyl)methane